C(C)NC(=O)C=1C(=NC(=NC1)NC1=CC(=C(C=C1)S(=O)(=O)C)C)N[C@H](CO)C1=CC=CC=C1 N-ethyl-4-[[(1S)-2-hydroxy-1-phenyl-ethyl]amino]-2-(3-methyl-4-methylsulfonyl-anilino)pyrimidine-5-carboxamide